4-(5-isopropyl-6-(8-methyl-[1,2,4]triazolo[1,5-a]pyridin-6-yl)-1H-indazol-3-yl)-N-(2-(methylsulfonyl)ethyl)cyclohexan-1-amine C(C)(C)C=1C=C2C(=NNC2=CC1C=1C=C(C=2N(C1)N=CN2)C)C2CCC(CC2)NCCS(=O)(=O)C